C(CC=C)OC=1C=C(C=CC1)C1CCC(CC1)OC[C@@H]1NCC[C@@H]1N(CC1=CC=C(C=C1)OC)S(N(C)C)(=O)=O (2R,3S)-2-(((4-(3-(but-3-en-1-yloxy)phenyl)cyclohexyl)oxy)methyl)-3-((N,N-dimethylsulfamoyl)(4-methoxybenzyl)amino)pyrrolidine